N1=C(N=CC=C1)[C@@H](C)NC(=O)C=1C=C2C=CC=NC2=CC1 N-((1R)-1-(2-pyrimidinyl)ethyl)-6-quinolinecarboxamide